C(CCCCCCCCCCCCCCCCCC)(=O)N nonadecyl-amide